tert-butyl (R)-6-(2-(3-(3-((4-bromobenzyl)(cyclopropyl)carbamoyl)piperidin-1-yl)phenoxy)-2-methylpropanoyl)-2,6-diazaspiro[3.4]octane-2-carboxylate BrC1=CC=C(CN(C(=O)[C@H]2CN(CCC2)C=2C=C(OC(C(=O)N3CC4(CN(C4)C(=O)OC(C)(C)C)CC3)(C)C)C=CC2)C2CC2)C=C1